2-(4-(6-(7,8-dimethyl-[1,2,4]triazolo[1,5-a]pyridin-6-yl)-7-isopropyl-5H-pyrrolo[2,3-b]pyrazin-2-yl)piperidin-1-yl)-N,N-dimethylacetamide CC1=C(C=2N(C=C1C1=C(C=3C(=NC=C(N3)C3CCN(CC3)CC(=O)N(C)C)N1)C(C)C)N=CN2)C